2,3-dihydroxy-acrolein OC(C=O)=CO